3-(Cyclopropoxymethyl)piperidine-1,3-dicarboxylic acid 1-benzyl ester 3-ethyl ester C(C)OC(=O)C1(CN(CCC1)C(=O)OCC1=CC=CC=C1)COC1CC1